N1(CCNCC1)CC1=CC=C(CC2=CC=CC=N2)C=C1 6-(4-(piperazin-1-ylmethyl)benzyl)pyridine